C[NH3+] methanaminium